3-(4-(4-(3-(1-(((R)-1-(3-amino-5-(trifluoromethyl)phenyl)ethyl)amino)-4-methyl-pyrido[3,4-d]pyridazin-7-yl)benzyl)piperazin-1-yl)phenyl)piperidine-2,6-dione NC=1C=C(C=C(C1)C(F)(F)F)[C@@H](C)NC1=C2C(=C(N=N1)C)C=NC(=C2)C=2C=C(CN1CCN(CC1)C1=CC=C(C=C1)C1C(NC(CC1)=O)=O)C=CC2